2-fluoro-3-iodopyrazine FC1=NC=CN=C1I